8-amino-1-(2-chloro-5-fluorophenyl)-N-methyl-3-oxo-1H,2H,3H,4H-pyrrolo[1,2-a]pyrazine-6-carboxamide NC=1C=C(N2C1C(NC(C2)=O)C2=C(C=CC(=C2)F)Cl)C(=O)NC